4-fluoropyrazolo[1,5-a]pyridine-3-carboxylic acid FC=1C=2N(C=CC1)N=CC2C(=O)O